BrC1=CC=CC2=C1N(C(=N2)C)CC(CN(C(OC(C)(C)C)=O)C)(C)O tert-butyl N-[3-(7-bromo-2-methyl-benzimidazol-1-yl)-2-hydroxy-2-methyl-propyl]-N-methyl-carbamate